COC(=O)C1=CC(=C2C(=N1)C(N(C2(O)C2=C(C=CC=C2)Cl)CC2=CC=C(C=C2)OC)=O)N 4-amino-5-(2-chlorophenyl)-5-hydroxy-6-[(4-methoxyphenyl)methyl]-7-oxo-5H,6H,7H-pyrrolo[3,4-b]pyridine-2-carboxylic acid methyl ester